N-(Cyclobutylmethyl)-5-(5-methoxy-3,4'-bipyridin-2'-yl)-1H-imidazol-2-amin C1(CCC1)CNC=1NC(=CN1)C1=NC=CC(=C1)C=1C=NC=C(C1)OC